O1N=C(C=C1)C=1C(=NC=CC1)N1CCN(CC1)C1CC2(CN(C2)C(=O)OCC)CC1 ethyl 6-(4-(3-(isoxazol-3-yl)pyridin-2-yl)piperazin-1-yl)-2-azaspiro[3.4]-octane-2-carboxylate